(R)-4-(7-(2-fluoro-6-methoxyphenyl)-3-nitro-2-oxo-1,2,5,6,7,8-hexahydro-1,7-naphthyridin-4-yl)-3-(hydroxymethyl)piperazine-1-carboxylic acid tert-butyl ester C(C)(C)(C)OC(=O)N1C[C@@H](N(CC1)C1=C(C(NC=2CN(CCC12)C1=C(C=CC=C1OC)F)=O)[N+](=O)[O-])CO